ClC1=C(C=CC=C1)[C@@H]([C@H](C(=O)OCC)CSC1=CC=CC=C1)O ethyl (2R,3R)-3-(2-chlorophenyl)-3-hydroxy-2-(phenylsulphanylmethyl)propanoate